N-(4-aminobutyl)-4-aminobutyltrimethoxysilane NCCCCNCCCC[Si](OC)(OC)OC